FC=1C(=NC(=NC1)NC1CCC(CC1)C(=O)N)C1=CC(=NC=C1)C1(CCC1)O 4-((5-fluoro-4-(2-(1-hydroxycyclobutyl)pyridin-4-yl)pyrimidin-2-yl)amino)cyclohexane-1-carboxamide